ClC1=C(C=CC=C1F)[C@@H]1N=C(NC(=C1C(=O)OC)CN1[C@@H]2C[C@@H](C[C@H]1C(C2)(F)F)CC(=O)O)C=2SC=CN2 2-[(1R,3S,5S)-8-[[(4R)-4-(2-chloro-3-fluoro-phenyl)-5-methoxycarbonyl-2-thiazol-2-yl-1,4-dihydropyrimidin-6-yl]methyl]-6,6-difluoro-8-azabicyclo[3.2.1]octan-3-yl]acetic acid